N-((2-(6-(3-methyl-5-oxopiperazin-1-yl)pyridin-2-yl)-1,6-naphthyridin-7-yl)methyl)benzamide CC1CN(CC(N1)=O)C1=CC=CC(=N1)C1=NC2=CC(=NC=C2C=C1)CNC(C1=CC=CC=C1)=O